2-(2-Phenylbutanamido)-N-benzylthiophene-3-carboxamide C1(=CC=CC=C1)C(C(=O)NC=1SC=CC1C(=O)NCC1=CC=CC=C1)CC